COC1=NC=CC2=C1C1(C(O2)(C(CC1O)C1=CC=CC=C1)C1=CC=C(C=C1)C(F)(F)F)O methoxy-6-phenyl-5a-(4-(trifluoromethyl)phenyl)-5a,6,7,8-tetrahydro-8aH-cyclopenta[4,5]furo[3,2-c]pyridine-8,8a-diol